5-((1R,3R)-2,2-dichloro-3-(3,4-dichlorophenyl)cyclopropane-1-carboxamido)-2-fluorobenzoic acid ClC1([C@H]([C@@H]1C1=CC(=C(C=C1)Cl)Cl)C(=O)NC=1C=CC(=C(C(=O)O)C1)F)Cl